tert-Butyl (1R,5S)-3-(2,7-dichloropyrido[2,3-d]pyrimidin-4-yl)-3,8-diazabicyclo[3.2.1]octane-8-carboxylate ClC=1N=C(C2=C(N1)N=C(C=C2)Cl)N2C[C@H]1CC[C@@H](C2)N1C(=O)OC(C)(C)C